1-(azetidin-3-yl)-3-(2,6-dichloro-3,5-dimethoxyphenyl)-7-(methylamino)-3,4-Dihydropyrimidino[4,5-d]pyrimidin-2(1H)-one N1CC(C1)N1C(N(CC=2C1=NC(=NC2)NC)C2=C(C(=CC(=C2Cl)OC)OC)Cl)=O